OC(C)(C)C1(OC1)CN1C(N(C2=C1C=C(C=C2)[N+](=O)[O-])C)=O 3-((2-(2-hydroxy-prop-2-yl)oxiran-2-yl)methyl)-1-methyl-5-nitro-1,3-dihydro-2H-benzo[d]imidazol-2-one